1-(2-morpholinoethyl)-1H-indazole-5-carboxamide O1CCN(CC1)CCN1N=CC2=CC(=CC=C12)C(=O)N